(R)-1-(4-(2-(2,6-dimethylpyridin-4-yl)-3-isopropyl-1H-indol-5-yl)piperidin-1-yl)-2-(3-(hydroxymethyl)morpholino)ethan-1-one (Z)-ethyl-2-azido-3-(2-methylthiazol-4-yl)acrylate C(C)OC(/C(=C/C=1N=C(SC1)C)/N=[N+]=[N-])=O.CC1=NC(=CC(=C1)C=1NC2=CC=C(C=C2C1C(C)C)C1CCN(CC1)C(CN1[C@@H](COCC1)CO)=O)C